[Si](C1=CC=CC=C1)(C1=CC=CC=C1)(C(C)(C)C)O[C@H]1CC2(CCCN2C1)C(=O)OC (2S)-methyl 2-((tert-butyldiphenylsilyl)oxy)hexahydro-1H-pyrrolizine-7a-carboxylate